tert-butyl (6-(1-((tert-butyldimethylsilyl)oxy)propyl)-4-methylpyridin-3-yl)carbamate [Si](C)(C)(C(C)(C)C)OC(CC)C1=CC(=C(C=N1)NC(OC(C)(C)C)=O)C